1-(3-fluorophenyl)-N-{2-methoxy-3-[3-(pyrrolidin-1-yl)propoxy]-6H,7H,8H-cyclopenta[b]1,5-naphthyridin-9-yl}piperidin-4-amine FC=1C=C(C=CC1)N1CCC(CC1)NC1=C2C(=NC3=CC(=C(N=C13)OC)OCCCN1CCCC1)CCC2